(R)-N4-methyl-N2-(pyrrolidin-3-yl)-5-(trifluoromethyl)pyrimidine-2,4-diamine hydrochloride Cl.CNC1=NC(=NC=C1C(F)(F)F)N[C@H]1CNCC1